3-(4-(chlorosulfonyl)phenyl)acrylic acid ClS(=O)(=O)C1=CC=C(C=C1)C=CC(=O)O